N[C@H]1[C@@H](CN(CC1)C=1N=C(C2=C(N1)N(C=C2Br)COCC[Si](C)(C)C)C#N)F 2-((3R,4R)-4-amino-3-fluoropiperidin-1-yl)-5-bromo-7-((2-(trimethylsilyl)ethoxy)methyl)-7H-pyrrolo[2,3-d]pyrimidine-4-carbonitrile